C(C)(C)(C)N1CCNCC1 N-(tert-butyl)piperazine